C(\C=C/C(=O)[O-])(=O)[O-].FC(CO)(F)F.[Li+].[Li+] lithium trifluoroethanol monomaleate